ClC=1C=C2C3=C(N(C2=C(C1)C=1C=CC(=NC1)NC1CCCCC1)CC(F)(F)F)C=NC=C3 (5-[6-Chloro-9-(2,2,2-trifluoro-ethyl)-9H-pyrido[3,4-b]indol-8-yl]-pyridin-2-yl)-cyclohexyl-amine